methyl (Z)-2-(4-fluoro-3-(trifluoromethyl)phenoxy)but-2-enoate FC1=C(C=C(O\C(\C(=O)OC)=C/C)C=C1)C(F)(F)F